N1-(4-aminophenyl)-N4-(8-methoxy-5,6-dihydrobenzo[h]Quinazolin-2-yl)benzene-1,4-diamine NC1=CC=C(C=C1)NC1=CC=C(C=C1)NC1=NC=2C3=C(CCC2C=N1)C=C(C=C3)OC